C(C)(=O)N1CC(C2=C1C=C(C=1N2C(N(N1)CC(C)(C)O)=O)CC1=C(C=C(C=C1)F)F)(C)C 6-acetyl-4-(2,4-difluorobenzyl)-2-(2-hydroxy-2-methylpropyl)-8,8-dimethyl-2,6,7,8-tetrahydro-1H-pyrrolo[2,3-e][1,2,4]triazolo[4,3-a]pyridin-1-one